(E)-3-(3-Bromo-4-hydroxyphenyl)-1-(2-hydroxy-4,6-dimethoxyphenyl)prop-2-en-1-one BrC=1C=C(C=CC1O)/C=C/C(=O)C1=C(C=C(C=C1OC)OC)O